O[C@@H]1[C@H](CN(C1)C=1C=NC=C(C1)C(F)(F)F)NC(OC(C)(C)C)=O Tert-butyl ((3S,4S)-4-hydroxy-1-(5-(trifluoromethyl)pyridin-3-yl)pyrrolidin-3-yl)carbamate